C(C1=CC=CC=C1)OC1=C2C(=C(N(C2=CC(=C1)F)C1=CC(=C(C=C1)F)F)C1CC(C1)C#N)I 3-[4-benzyloxy-1-(3,4-difluorophenyl)-6-fluoro-3-iodo-indol-2-yl]cyclobutanecarbonitrile